FC1=C(C(=CC=C1C#CC1[C@@H]2CN(C[C@H]12)S(=O)(=O)N1CCN(CC1)C)O)N1CC(NS1(=O)=O)=O 5-(2-fluoro-6-hydroxy-3-(((1R,5S,6S)-3-((4-methylpiperazin-1-yl)sulfonyl)-3-azabicyclo[3.1.0]hexan-6-yl)ethynyl)phenyl)-1,2,5-thiadiazolidin-3-one 1,1-dioxide